NC1=C(C(=NO1)C1CCN(CC1)C(=O)C1=CC(=C(C=C1)C(F)(F)F)Cl)OC (4-(5-amino-4-methoxyisoxazol-3-yl)piperidin-1-yl)(3-chloro-4-(trifluoromethyl)phenyl)methanone